19-icosene-1-amine C(CCCCCCCCCCCCCCCCCC=C)N